OCCC[SiH2][SiH2][SiH3] 3-hydroxypropyl-trisilane